ClC=1C=C(C=CC1C(=O)N1CCNCC1)NC(=O)C=1N(C(=CN1)C=1C(=NNC1)C(F)(F)F)C N-[3-chloro-4-(piperazine-1-carbonyl)phenyl]-1-methyl-5-[3-(trifluoromethyl)-1H-pyrazol-4-yl]imidazole-2-carboxamide